C(#C)C=1C=C2C(=CC(=NC2=CC1)N(CC(=O)O)C)C1=CC=CC=C1 N-(6-ethynyl-4-phenylquinolin-2-yl)-N-methylglycine